2-(4-ethyl-6-methylpyrazolo[1,5-a]pyrazin-2-yl)-7-[(8aS)-hexahydropyrrolo[1,2-a]pyrazin-2(1H)-yl]-4H-pyrido[1,2-a]pyrimidin-4-one C(C)C=1C=2N(C=C(N1)C)N=C(C2)C=2N=C1N(C(C2)=O)C=C(C=C1)N1C[C@H]2N(CC1)CCC2